(S)-6-(1-amino-1,3-dihydro-spiro[inden-2,4'-piperidin]-1'-yl)-3-(1-(2,2-difluorobenzo[d][1,3]dioxin-4-yl)vinyl)-1,5-dihydro-4H-pyrazolo[3,4-d]pyrimidin-4-one NC1C2=CC=CC=C2CC12CCN(CC2)C=2NC(C1=C(N2)NN=C1C(=C)[C@H]1C2=C(OC(O1)(F)F)C=CC=C2)=O